1-(6-(6-(5-methyl-1H-indazol-4-yl)-2-morpholino-5-(prop-1-yn-1-yl)pyrimidin-4-yl)-2,6-diazaspiro[3.4]octan-2-yl)prop-2-en-1-one CC=1C(=C2C=NNC2=CC1)C1=C(C(=NC(=N1)N1CCOCC1)N1CC2(CN(C2)C(C=C)=O)CC1)C#CC